COC1=CC=C(C=C1)C(=C)N1C(CCC1)=O 1-(1-(4-methoxyphenyl)vinyl)pyrrolidin-2-one